(S)-1-(2-(1-(cyclobutylmethyl)-3,3-difluoro-2-oxoindol-5-yl)thiazol-4-yl)-3-(piperidin-3-yl)urea C1(CCC1)CN1C(C(C2=CC(=CC=C12)C=1SC=C(N1)NC(=O)N[C@@H]1CNCCC1)(F)F)=O